C(C)(C)C1=C(C=CC(=C1)C1=NN(C=N1)C1=CC=C(C=C1)OC(F)(F)F)NC(=O)\N=C\1/SCC(N1C1=C(C=CC(=C1)OC)C(C)C)=O (Z)-1-(2-isopropyl-4-(1-(4-(trifluoromethoxy)phenyl)-1H-1,2,4-triazol-3-yl)phenyl)-3-(3-(2-isopropyl-5-methoxyphenyl)-4-oxothiazolidin-2-ylidene)urea